C(C)(C)(C)C=1C(=C(C=C(C1)C(C)(C)C)N(C1=CC=C(C(=O)O)C=C1)CC)OCC 4-[(3,5-di-tert-butyl-2-ethoxyphenyl)(ethyl)amino]benzoic Acid